1-{1-[3-(3,5-dichlorophenyl)-5-(4,6-difluoro-1H-1,3-benzodiazol-2-yl)pyridin-4-yl]azetidin-3-yl}methanamine ClC=1C=C(C=C(C1)Cl)C=1C=NC=C(C1N1CC(C1)CN)C1=NC2=C(N1)C=C(C=C2F)F